S1C(=CC=C1)C1NC2=CC=CC=C2C1 2-(thien-2-yl)indoline